3-(6-but-2-enyl-7-oxo-1H-pyrrolo[2,3-c]pyridin-4-yl)-N-methylbenzamide C(C=CC)N1C(C2=C(C(=C1)C=1C=C(C(=O)NC)C=CC1)C=CN2)=O